(2S,4r)-1-[(2S)-2-[4-[2-(3,3-dimethylazepan-1-yl)ethyl]triazol-1-yl]-3,3-dimethyl-butyryl]-4-hydroxy-N-methyl-pyrrolidine-2-carboxamide CC1(CN(CCCC1)CCC=1N=NN(C1)[C@H](C(=O)N1[C@@H](C[C@H](C1)O)C(=O)NC)C(C)(C)C)C